benzyl (3R,5S)-3-((5-(6-(hydroxymethyl)pyridin-2-yl)-1-((2-(trimethylsilyl)ethoxy)methyl)-1H-pyrrolo[2,3-b]pyridin-4-yl)amino)-5-methylpiperidine-1-carboxylate OCC1=CC=CC(=N1)C=1C(=C2C(=NC1)N(C=C2)COCC[Si](C)(C)C)N[C@H]2CN(C[C@H](C2)C)C(=O)OCC2=CC=CC=C2